2-(dimethyl-(phenyl)silyl)-N,N-dimethyl-3-phenyl-3-(pyridine-4-yl)-propan-1-amine C[Si](C(CN(C)C)C(C1=CC=NC=C1)C1=CC=CC=C1)(C1=CC=CC=C1)C